BrC1=CC=C(CN2CCN(CC2)C(=O)[C@@H]2CN(CCC2)CC(=O)N2CCC(CC2)C=2C=C3C(=C(NC3=CC2)C2=CC(=C(C=C2)OC)OC)C(C)C)C=C1 (S)-2-(3-(4-(4-bromobenzyl)piperazine-1-carbonyl)piperidin-1-yl)-1-(4-(2-(3,4-dimethoxyphenyl)-3-isopropyl-1H-indol-5-yl)piperidin-1-yl)ethan-1-one